mono-[(2-hydroxyethyl)methacrylic acid] phosphate P(=O)(O)(O)O.OCCC=C(C(=O)O)C